FC=1C=NN(C1)C1=NN=C(S1)N 5-(4-fluoropyrazol-1-yl)-1,3,4-thiadiazol-2-amine